C1N(CCC2=CC=CC=C12)C[C@H](CN1C[C@@H](OC2=C(C1=O)C=CC(=C2)OC2CCN(CC2)C(C)=S)C)O (2S)-4-[(2R)-3-(3,4-dihydro-1H-isoquinolin-2-yl)-2-hydroxy-propyl]-8-[(1-ethanethioyl-4-piperidyl)oxy]-2-methyl-2,3-dihydro-1,4-benzoxazepin-5-one